chloro-5-(1H-pyrrol-2-yl)pyridine ClC1=NC=C(C=C1)C=1NC=CC1